NC1=C(C=CC=C1)N1CCN(CC1)C(C(C)(C)C)=O 1-[4-(2-aminophenyl)piperazin-1-yl]-2,2-dimethylpropan-1-one